NCC=1C=C(C=CC1)C=1C=C(C2=C(C(=CO2)COC2=C(C=CC=C2)CC(=O)OCC)C1)C1=CC(=CC=C1)CN ethyl 2-(2-((5,7-bis(3-(aminomethyl)phenyl)benzofuran-3-yl)methoxy)phenyl)acetate